8-cyclobutyl-N-[(4,5-difluoro-1-{[2-(trimethylsilyl)ethoxy]methyl}-1H-benzimidazol-2-yl)methyl]-N-[(4-methoxyphenyl)methyl]-2-(morpholin-4-yl)pyrazolo[1,5-a][1,3,5]triazin-4-amine C1(CCC1)C=1C=NN2C1N=C(N=C2N(CC2=CC=C(C=C2)OC)CC2=NC1=C(N2COCC[Si](C)(C)C)C=CC(=C1F)F)N1CCOCC1